NC1=NC=CC=C1C1=NC=2C(=NC(=CC2)N2N=C(C=C2)Cl)N1C=1C=C2CC[C@@H](C2=CC1)NC1CCN(CC1)C(C=C)=O 1-(4-{[(1S)-5-[2-(2-aminopyridin-3-yl)-5-(3-chloropyrazol-1-yl)imidazo[4,5-b]pyridin-3-yl]-2,3-dihydro-1H-inden-1-yl]amino}piperidin-1-yl)prop-2-en-1-one